1-phosphoguanine P(=O)(O)(O)N1C(N)=NC=2N=CNC2C1=O